5-(2-hydroxy-prop-2-yl)thiazole-2-sulfonamide OC(C)(C)C1=CN=C(S1)S(=O)(=O)N